N[C@@H]([C@H](CC)C)C=1OC=CN1 2-[(1S,2S)-1-(Amino)-2-methylbutyl]-1,3-oxazole